C(C(=C)C)(=O)OCCNC(/C(=C/1\C2=CC=CC=C2SC=2C=CC(=CC12)OCCC)/C#N)=O (E)-2-(2-cyano-2-(2-propoxy-9H-thioxanthen-9-ylidene)acetamido)ethyl methacrylate